CN1C=[N+](C(=C1C)C)C 1,3,4,5-Tetramethylimidazolium